Titanium tri-n-butoxide chloride [Cl-].[O-]CCCC.[O-]CCCC.[O-]CCCC.[Ti+4]